1-Nitro-1-cyclohexene [N+](=O)([O-])C1=CCCCC1